CC(C)=C(C)C 2,3-Dimethyl-2-buten